phenanthrotriazine N1=NN=CC2=C1C=CC=1C=3C=CC=CC3C=CC12